racemic-methyl (5s,9r)-8-hydroxy-2-methoxy-7-methyl-11-oxo-7,8,9,10-tetrahydro-5,9-methano-cycloocta[b]pyridine-5(6H)-carboxylate OC1C(C[C@@]2(C=3C(=NC(=CC3)OC)C[C@H]1C2=O)C(=O)OC)C